ClC1=C(C=CC2=C1C(=N[C@H](C=1N2N=C(N1)C(=O)N1CC(C1)C(F)F)C)C1=NC=CC=C1F)C(F)(F)F [(4S)-7-chloro-6-(3-fluoro-2-pyridyl)-4-methyl-8-(trifluoromethyl)-4H-[1,2,4]triazolo[1,5-a][1,4]benzodiazepin-2-yl]-[3-(difluoromethyl)azetidin-1-yl]methanone